Manganese stannate [O-][Sn](=O)[O-].[Mn+2]